4-(aminomethyl)-2-fluoro-6-methoxybenzamidine NCC1=CC(=C(C(=N)N)C(=C1)OC)F